1-(4-(3-(pyrrolidin-1-yl)-5-(trifluoromethyl)benzyl)piperazine-1-carbonyl)-1H-pyrazole-3-carboxylic acid N1(CCCC1)C=1C=C(CN2CCN(CC2)C(=O)N2N=C(C=C2)C(=O)O)C=C(C1)C(F)(F)F